1-(isonicotinoyloxy)ethyl (S)-1-(2-chlorophenyl)-2-oxocyclohexylmethylcarbamate ClC1=C(C=CC=C1)[C@]1(C(CCCC1)=O)CNC(OC(C)OC(C1=CC=NC=C1)=O)=O